2,4-dichloro-3-cyano-5-fluorobenzoic acid ClC1=C(C(=O)O)C=C(C(=C1C#N)Cl)F